copper-zinc chloride salt [Cl-].[Zn+2].[Cu+2].[Cl-].[Cl-].[Cl-]